4-amino-6-methyl-1-(3'-amino-4'-methylphenyl)-1,3,3-trimethylindan NC1=C2C(CC(C2=CC(=C1)C)(C)C1=CC(=C(C=C1)C)N)(C)C